(R)-N1-(tert-butyl)-3-(4-methylphenylsulfonamido)-N5-((S)-1-((naphthalen-1-ylmethyl)amino)-1-oxopropan-2-yl)pentanediamide C(C)(C)(C)NC(C[C@@H](CC(=O)N[C@H](C(=O)NCC1=CC=CC2=CC=CC=C12)C)NS(=O)(=O)C1=CC=C(C=C1)C)=O